ClC1=CC=C(C=C1)C1=NN(CC1C1=CC=CC=C1)C(=NS(=O)(=O)C1=C(C=CC=C1)Cl)SC Methyl 3-(4-chlorophenyl)-N-((2-chlorophenyl)sulfonyl)-4-phenyl-4,5-dihydro-1H-pyrazole-1-carbimidothioate